Methyl 6-(4-(fluoromethyl)-4-methylpiperidin-1-yl)quinoline-4-carboxylate FCC1(CCN(CC1)C=1C=C2C(=CC=NC2=CC1)C(=O)OC)C